tert-Butyl N-[(4S)-4-(3-amino-2-chlorophenyl)-1-(3-hydroxy-3-methylcyclobutyl)-4-methyl-6-oxohexahydropyrimidin-2-ylidene]carbamate NC=1C(=C(C=CC1)[C@]1(NC(N(C(C1)=O)C1CC(C1)(C)O)=NC(OC(C)(C)C)=O)C)Cl